3-fluorotetrahydropyran FC1COCCC1